4-fluoro-2-(5-(((1S,2S,3R,5R)-2-fluoro-8-azabicyclo[3.2.1]octan-3-yl)(methyl)amino)pyrazin-2-yl)-5-(1-(fluoromethyl)-1H-pyrazol-4-yl)phenol FC1=CC(=C(C=C1C=1C=NN(C1)CF)O)C1=NC=C(N=C1)N(C)[C@H]1[C@H]([C@@H]2CC[C@H](C1)N2)F